N1=CC(=CC=C1)C1=C(C=CC=C1)N1C(N=CC(=C1)C1=C(C=CC=C1)C=1C=NC=CC1)C1=CC=CC=C1 3,5-bis(3-pyridylphenyl)-2-phenylpyrimidine